(3S,4R)-3-fluoro-4-[(2-{3-[(4-methanesulfonyl-2-methoxyphenyl)amino]prop-1-yn-1-yl}-1-(2,2,2-trifluoroethyl)-1H-indol-4-yl)amino]cyclohexan-1-ol F[C@H]1CC(CC[C@H]1NC1=C2C=C(N(C2=CC=C1)CC(F)(F)F)C#CCNC1=C(C=C(C=C1)S(=O)(=O)C)OC)O